C(C)C1(OC2=CC=C(C=C2C(C1)=O)C1=NC(=NO1)C=1C(=NC=CC1)O)CC 2,2-diethyl-6-(3-(2-hydroxypyridin-3-yl)-1,2,4-oxadiazol-5-yl)chroman-4-one